C(C)OC(=O)C1=C(N=C(N1)C1CC2(CN(C2)C(=O)OC(C)(C)C)C1)C1=CC=C(C=C1)C(=O)OCC tert-butyl 6-(5-(ethoxycarbonyl)-4-(4-(ethoxycarbonyl)phenyl)-1H-imidazol-2-yl)-2-azaspiro[3.3]heptane-2-carboxylate